ClCCC=1N=CSC1 4-(2-chloroethyl)thiazole